Trans-5-[3-(2,7-diazaspiro[4.4]nonane-2-carbonyl)-4-methyl-pyrrolidin-1-yl]quinoline-8-carbonitrile C1N(CCC12CNCC2)C(=O)[C@@H]2CN(C[C@H]2C)C2=C1C=CC=NC1=C(C=C2)C#N